7-(1-naphthylazo)-8-hydroxyquinoline-5-sulfonic acid sodium salt [Na+].C1(=CC=CC2=CC=CC=C12)N=NC=1C=C(C=2C=CC=NC2C1O)S(=O)(=O)[O-]